O.O.O.C([C@@H](O)C)(=O)[O-].[Mg+2].C([C@@H](O)C)(=O)[O-] magnesium L-lactate trihydrate